1,3-Dibromobutan BrCCC(C)Br